C(C1=CC=CC=C1)N1N=CC(=C1)C(=O)N1CC2(CN(C2)C(=O)[C@@H]2C(C2)(C)C)C(C1)C(=O)N[C@H](C(=O)O)[C@@H](C)OCC1=CC=CC=C1 (2S,3R)-2-(6-(1-benzyl-1H-pyrazole-4-carbonyl)-2-((S)-2,2-dimethyl-cyclopropanecarbonyl)-2,6-diazaspiro[3.4]octane-8-carboxamido)-3-(benzyloxy)butanoic acid